BrC=1C=C(C(=C2C=CCCC12)F)Cl 8-bromo-6-chloro-5-fluoro-1,2-dihydronaphthalene